5-(4-(chroman-4-ylsulfonyl)-6-morpholinopyridin-2-yl)pyrimidin-2-amine O1CCC(C2=CC=CC=C12)S(=O)(=O)C1=CC(=NC(=C1)N1CCOCC1)C=1C=NC(=NC1)N